(S,E)-8-(4-(dimethylamino)but-2-enoyl)-3-nitro-6,6a,7,8,9,10-hexahydropyrazino[1,2-d]pyrido[3,2-b][1,4]oxazine-2-carbonitrile CN(C/C=C/C(=O)N1C[C@@H]2N(C3=C(OC2)C=C(C(=N3)C#N)[N+](=O)[O-])CC1)C